4-(6-hydroxypyridin-2-yl)cyclohex-3-ene OC1=CC=CC(=N1)C1=CCCCC1